CC1=C(C2=C(C(N(C=C2C#CC(C(F)(F)F)(C2=CC(=CC=C2)C2=NNC=C2)O)C)=O)N1)C(=O)OCC ethyl 2,6-dimethyl-7-oxo-4-[4,4,4-trifluoro-3-hydroxy-3-[3-(1H-pyrazol-3-yl)phenyl]but-1-ynyl]-1H-pyrrolo[2,3-c]pyridine-3-carboxylate